C1(=C(C=CC=C1)N(C1=CC=2C3(C4=CC=CC=C4C2C=C1)C1=CC=CC=C1C=1C=CC=CC13)C1=CC=3C2(C4=CC=CC=C4C3C=C1)C1=CC=CC=C1C=1C=CC=CC12)C1=CC=CC=C1 biphenyl-2-ylbis(9,9'-spirobi[9H-fluorene]-2-yl)amine